(R)-5-(3-(1-(2-hydroxyethylamino)-2,3-dihydro-1H-inden-4-yl)-1,2,4-oxadiazol-5-yl)-2-isopropoxy-benzonitrile OCCN[C@@H]1CCC2=C(C=CC=C12)C1=NOC(=N1)C=1C=CC(=C(C#N)C1)OC(C)C